6-(2-(4-(5-(Difluoromethyl)-1,3,4-oxadiazol-2-yl)-2,5-difluorobenzyl)-2H-tetrazol-5-yl)-N-ethylquinolin-2-amine FC(C1=NN=C(O1)C1=CC(=C(CN2N=C(N=N2)C=2C=C3C=CC(=NC3=CC2)NCC)C=C1F)F)F